ClC=1C=CC=C2[C@H](CCOC12)NC(=O)NC1=NN(C=C1)C=1C=NC=CC1 1-[(4S)-8-chlorochroman-4-yl]-3-[1-(3-pyridyl)pyrazol-3-yl]urea